3'-fluoro-5'-methoxy[1,1'-biphenyl]-4-carbaldehyde FC=1C=C(C=C(C1)OC)C1=CC=C(C=C1)C=O